3-benzamido-N-(4-methoxyphenyl)benzamide C(C1=CC=CC=C1)(=O)NC=1C=C(C(=O)NC2=CC=C(C=C2)OC)C=CC1